FC1(CC1)C(=O)N[C@H](C(=O)N1[C@@H](C[C@H](C1)O)C(=O)NCC1=C(C=C(C=C1)C1=C(N=CS1)C)OCCC1CCNCC1)C(C)(C)C (2S,4R)-1-((S)-2-(1-fluorocyclopropanecarboxamido)-3,3-dimethylbutanoyl)-4-hydroxy-N-(4-(4-methylthiazol-5-yl)-2-(2-(piperidin-4-yl)ethoxy)benzyl)pyrrolidine-2-carboxamide